N-[(2E)-2-Methyl-3-phenyl-2-propenyl]-1-(7-methylthieno[3,2-d]pyrimidin-4-yl)-4-piperidylamine C/C(/CNC1CCN(CC1)C=1C2=C(N=CN1)C(=CS2)C)=C\C2=CC=CC=C2